2-((2S)-2-((1aR,3aR,3bS,5aS,6R,8aS,8bS,10aR)-10-methoxy-3a,5a-dimethylhexadecahydrocyclopenta[a]cyclopropa[2,3]cyclopenta[1,2-f]naphthalen-6-yl)propoxy)-6-methylpyridine COC1[C@@]23[C@@]([C@H]4CC[C@]5([C@H]([C@@H]4C1)CC[C@@H]5[C@@H](COC5=NC(=CC=C5)C)C)C)(CC[C@@H]2C3)C